tert-butyl N-[2-[2-[[6-[2,6-difluoro-3-[[(3R)-3-fluoropyrrolidin-1-yl]sulfonylamino] phenyl]-8-methyl-7-oxopyrido[2,3-d]pyrimidin-2-yl]amino]ethoxy] ethyl]carbamate FC1=C(C(=CC=C1NS(=O)(=O)N1C[C@@H](CC1)F)F)C1=CC2=C(N=C(N=C2)NCCOCCNC(OC(C)(C)C)=O)N(C1=O)C